BrC=1C=C2C(N(C=NC2=CC1)C(C(=O)O)C1=C2N(C=N1)CCC2)=O 2-(6-bromo-4-oxo-quinazolin-3-yl)-2-(6,7-dihydro-5H-pyrrolo[1,2-c]imidazol-1-yl)acetic acid